methyl 4-acetoxy-5-(cyclohexylmethyl)-2-oxo-2,5-dihydro-1H-pyrrole-3-carboxylate C(C)(=O)OC1=C(C(NC1CC1CCCCC1)=O)C(=O)OC